2-((2S,4S)-1-acryloyl-4-(8-chloro-4-(3-(dimethylamino)-3-methylazetidin-1-yl)-6-fluoro-7-(4-fluorophenyl)-1H-imidazo[4,5-c]quinolin-1-yl)piperidin-2-yl)acetonitrile C(C=C)(=O)N1[C@@H](C[C@H](CC1)N1C=NC=2C(=NC=3C(=C(C(=CC3C21)Cl)C2=CC=C(C=C2)F)F)N2CC(C2)(C)N(C)C)CC#N